4-Iodo-3,5-dimethylisoxazole IC=1C(=NOC1C)C